aconitic acid diethyl ester C(C)OC(C=C(C(=O)O)CC(=O)OCC)=O